methyl cyclopropyl((2,6-dihydroxy-5'-methyl-4-pentyl-1',2',3',4'-tetrahydro-[1,1'-biphenyl]-3-yl)methyl)carbamate C1(CC1)N(C(OC)=O)CC=1C(=C(C(=CC1CCCCC)O)C1CCCC(=C1)C)O